BrC=1C=NC(=NC1)N[C@H]1CN(CC1)C1=NC(=NC2=CC(=CC=C12)NC(C=C)=O)N1CCOCC1 (R)-N-(4-(3-((5-bromopyrimidin-2-yl)amino)pyrrolidin-1-yl)-2-morpholinoquinazolin-7-yl)acrylamide